ClC1=CC=C(C=C1)CCC[Sn](C)(C)C 3-(4-chlorophenyl)propyl-trimethyltin